(3,5-ditert-butyl-4-hydroxyphenyl)propionic acid C(C)(C)(C)C=1C=C(C=C(C1O)C(C)(C)C)C(C(=O)O)C